3-(1-(6-bromo-1-oxoisoquinolin-2(1H)-yl)ethyl)benzoic acid BrC=1C=C2C=CN(C(C2=CC1)=O)C(C)C=1C=C(C(=O)O)C=CC1